N-(2-(3-(Dimethylamino)propoxy)-5-(3'-methyl-2'-oxo-2',3'-dihydrospiro[cyclopropane-1,1'-pyrrolo[2,3-c]quinolin]-8'-yl)pyridin-3-yl)-2-fluorobenzenesulfonamide CN(CCCOC1=NC=C(C=C1NS(=O)(=O)C1=C(C=CC=C1)F)C1=CC=2C3=C(C=NC2C=C1)N(C(C31CC1)=O)C)C